1-(4-(2-hydroxyethoxy)-3-methylphenyl)-3-(5-isopropyl-2-(4-(trifluoromethyl)phenyl)thiazol-4-yl)propan-1-one OCCOC1=C(C=C(C=C1)C(CCC=1N=C(SC1C(C)C)C1=CC=C(C=C1)C(F)(F)F)=O)C